BrC1=CC=C2C(N(C(=NC2=C1)NN)COCC[Si](C)(C)C)=O 7-Bromo-2-hydrazinyl-3-((2-(trimethylsilyl)ethoxy)methyl)-quinazolin-4(3H)-one